[C@H](C)(CC)[C@@H]1N(CC2=C(NC1=O)C=CC=C2)C(=O)NC=2C=NC=CC2 (S)-3-((S)-sec-butyl)-2-oxo-N-(pyridin-3-yl)-1,2,3,5-tetrahydro-4H-benzo[e][1,4]diazepine-4-carboxamide